FC=1C=CC2=C(C=C(CO2)C2=NOC(=N2)C2=CC(=CC(=C2)[N+](=O)[O-])C(=O)OC)C1 3-(6-fluoro-2H-benzopyran-3-yl)-5-(3-methoxycarbonyl-5-nitrophenyl)-1,2,4-oxadiazole